FC=1C=C(C=CC1OC1=C2C(=NC=C1)NC(N2C2CCOCC2)=O)NC(=O)C=2N=CN(C2C(F)(F)F)C2=CC=CC=C2 N-(3-fluoro-4-((2-keto-1-(tetrahydro-2H-pyran-4-yl)-2,3-dihydro-1H-imidazo[4,5-b]pyridin-7-yl)oxy)phenyl)-1-phenyl-5-(trifluoromethyl)-1H-imidazole-4-carboxamide